O=C1N(NCC2=CC(=CC=C12)NC(OCC1=CC=CC=C1)=O)COCC[Si](C)(C)C benzyl (1-oxo-2-((2-(trimethylsilyl)ethoxy)methyl)-1,4-dihydrophthalazin-6-yl)carbamate